propylene glycol bis(methyl)acrylate CC(=CC(=O)O)C.C(C(C)O)O